[N+](=O)([O-])C1=CC=C(C=C1)OCC=C nitro-4-(prop-2-en-1-yloxy)benzene